[Na+].[Na+].[N+](=O)([O-])C1=C(C=CC(=C1)[N+](=O)[O-])N=NC1=C(C2=CC=C(C=C2C=C1S(=O)(=O)[O-])S(=O)(=O)[O-])O 2-(2,4-dinitrophenyl-azo)-1-hydroxynaphthalene-3,6-disulfonic acid disodium salt